O[C@H]1C[C@H](N(CC1)C(=O)OC(C)(C)C)C(F)(F)F tert-butyl (2S,4R)-4-hydroxy-2-(trifluoromethyl)piperidine-1-carboxylate